C(C[C@@H](C(=O)N[C@@H](CCCN=C(N)N)C(=O)N[C@@H](CCCN=C(N)N)C(=O)N[C@@H](CCCN=C(N)N)C(=O)N[C@@H](CCCN=C(N)N)C(=O)N[C@@H](CCCN=C(N)N)C(=O)O)N)CN=C(N)N Hexaarginine